3-[3-(4-Benzyloxy-benzyl)-3H-imidazo[4,5-b]pyridin-2-yl]-N-[(S)-1-(4-chloro-phenyl)-ethyl]-propionamide C(C1=CC=CC=C1)OC1=CC=C(CN2C(=NC=3C2=NC=CC3)CCC(=O)N[C@@H](C)C3=CC=C(C=C3)Cl)C=C1